CN1CCN(CC1)C1=CC(=C2N=C3C(C4=C(C(C3=NC2=C1)=O)N=CC=C4)=O)C(F)(F)F 9-(4-methylpiperazin-1-yl)-7-(trifluoromethyl)pyrido[2,3-b]phenazine-5,12-dione